tert-butyl (1R,5S,6r)-6-[hydroxy(4-methoxy-2-thienyl)methyl]-3-azabicyclo[3.1.0]hexane-3-carboxylate OC(C1[C@H]2CN(C[C@@H]12)C(=O)OC(C)(C)C)C=1SC=C(C1)OC